C(C)(C)(C)OC(=O)N1[C@H](C[C@H](C1)OC)C(NC1=C(C=CC(=C1)C(CCC1CC1)Br)F)=O (2r,4r)-2-(5-(1-bromo-3-cyclopropylpropyl)-2-fluorophenylcarbamoyl)-4-methoxypyrrolidine-1-carboxylic acid tert-butyl ester